C1(CC1)N1N=CC(=C1)[C@H]1CN(C[C@H](O1)C)C=1N=C(C2=C(N1)N=C(C(=C2)C(=O)O)C)C2=C(C=C(C=C2)F)F 2-[(2S,6R)-2-(1-cyclopropylpyrazol-4-yl)-6-methyl-morpholin-4-yl]-4-(2,4-difluorophenyl)-7-methyl-pyrido[2,3-d]pyrimidine-6-carboxylic acid